trinitroresorcinol lead [Pb].[N+](=O)([O-])C=1C(=C(C(=C(O)C1)[N+](=O)[O-])O)[N+](=O)[O-]